4-Isobutyl-5-methyl-pyridin-2-Ol C(C(C)C)C1=CC(=NC=C1C)O